(S)-1-(3-(cyclopropylsulfonyl)phenoxy)-3-((R)-8-(5,6,7,8-tetrahydroquinolin-3-ylsulfonyl)-1-oxa-8-azaspiro[4.5]decan-3-ylamino)propan-2-ol C1(CC1)S(=O)(=O)C=1C=C(OC[C@H](CN[C@H]2COC3(C2)CCN(CC3)S(=O)(=O)C=3C=NC=2CCCCC2C3)O)C=CC1